C(CCC)(=O)OCCC(C)C ISOPENTYL BUTYRATE